C\C(=C/C(CC(=O)OC(C)(C)C)=O)\CCCCCCC tert-Butyl (E)-5-methyl-3-oxododec-4-enoate